Cl.Cl.N1=CC(=CC=C1)C=1C=C(C=CC1)NC(=O)[C@@H]1CNC[C@H]1C=1SC=CC1 |r| (±)-trans-N-[3-(pyrid-3-yl)phenyl]-4-(thien-2-yl)pyrrolidine-3-carboxamide dihydrochloride